(Z)-tert-butyl (2-amino-2-(hydroxyimino)ethyl)(3,5-dichloro-4-((5-isopropyl-1-methyl-6-oxo-1,6-dihydropyridazin-3-yl)oxy)phenyl)carbamate N\C(\CN(C(OC(C)(C)C)=O)C1=CC(=C(C(=C1)Cl)OC1=NN(C(C(=C1)C(C)C)=O)C)Cl)=N/O